N-(8-fluoro-2-methyl-imidazo[1,2-a]pyridin-6-yl)-3-[(1S,5R)-3-methyl-3,6-diazabicyclo[3.2.0]hept-6-yl]thieno[2,3-B]pyrazine-6-carboxamide FC=1C=2N(C=C(C1)NC(=O)C1=CC=3C(=NC(=CN3)N3[C@H]4CN(C[C@H]4C3)C)S1)C=C(N2)C